C(=CC1=CC=CC=C1)C1=CC=C(C=C1)C1=NC(=NC(=N1)C(Cl)(Cl)Cl)C(Cl)(Cl)Cl 2-(4-styrylphenyl)-4,6-bis(trichloromethyl)-1,3,5-triazine